5-aminoimidazole NC1=CN=CN1